CC1OC(CC(O1)(C)C)C 2,4,4,6-tetramethyl-1,3-dioxacyclohexane